((1-((6-(trifluoromethyl)pyridin-3-yl)methyl)-1H-pyrazol-4-yl)methyl)carbamic acid tert-butyl ester C(C)(C)(C)OC(NCC=1C=NN(C1)CC=1C=NC(=CC1)C(F)(F)F)=O